CN(C)CC(=O)OCCCCCCCCCCCCCCCC cetyl dimethylaminoacetate